ClC=1C2=C(N=C(N1)S(=O)C)CN(CC2)C2=CC=CC1=CC=CC(=C21)Cl 4-chloro-7-(8-chloronaphthalene-1-yl)-2-(methylsulfinyl)-5,6,7,8-tetrahydropyrido[3,4-d]pyrimidine